COC1=CC=C(CN(S(=O)(=O)C=2C3=CN(N=C3C=C(C2)NC(CC2=C(C=CC=C2)Cl)=O)CCC(C)C)CC2=CC=C(C=C2)OC)C=C1 N-(4-(N,N-bis(4-methoxybenzyl)sulfamoyl)-2-isopentyl-2H-indazol-6-yl)-2-(2-chlorophenyl)acetamide